BrC1=CC(=C(OC=2C=CC(=C(C2)S(=O)(=O)N2C[C@H](CC2)NS(=O)(=O)C)OCC2=CC=C(C=C2)OC)C(=C1)Cl)Cl N-[(3S)-1-[5-(4-bromo-2,6-dichloro-phenoxy)-2-[(4-methoxyphenyl)methoxy]phenyl]sulfonylpyrrolidin-3-yl]methanesulfonamide